ClC1=C(C(=CC=C1)O)CC(=O)NC1=CC(=C2C=CN=C(C2=C1)OC)S(N)(=O)=O 2-(2-chloro-6-hydroxyphenyl)-N-(1-methoxy-5-sulfamoylisoquinolin-7-yl)acetamide